3-{2-[(diphenylmethylene)amino]pyridin-3-yl}propanoic acid ethyl ester C(C)OC(CCC=1C(=NC=CC1)N=C(C1=CC=CC=C1)C1=CC=CC=C1)=O